4-methoxy-2-methyl-2-butanthiol COCCC(C)(S)C